C(C)O[SiH](NC(C)(C)CC)OCC diethoxy(tert-pentylamino)silane